5-bromo-N-(3-carbamoylbicyclo[1.1.1]pentan-1-yl)-2-(4,4-difluoroazepan-1-yl)-4-methylnicotinamide BrC=1C=NC(=C(C(=O)NC23CC(C2)(C3)C(N)=O)C1C)N1CCC(CCC1)(F)F